(3,7-dimethyloct-6-en-1-yloxy)-3-methyldodec-1-ene CC(CCOC=CC(CCCCCCCCC)C)CCC=C(C)C